(S)-1-(6-fluoronaphthalen-2-yl)ethane-1-amine FC=1C=C2C=CC(=CC2=CC1)[C@H](C)N